methyl 1-((1H-pyrazol-4-yl)methyl)-2-(1-(6-hydroxyhexyl)-1H-pyrrolo[2,3-b]pyridin-2-yl)-7-methoxy-1H-benzo[d]imidazole-5-carboxylate N1N=CC(=C1)CN1C(=NC2=C1C(=CC(=C2)C(=O)OC)OC)C2=CC=1C(=NC=CC1)N2CCCCCCO